C(C)(C)(C)OC(NC1C(N(CC1)C1CCNCC1)=O)=O (2-oxo-1-(piperidin-4-yl)pyrrolidin-3-yl)carbamic acid tert-butyl ester